1-(tert-butyl) 3-ethyl-4-(((trifluoromethyl)sulfonyl)sulfonyloxy)-2,5-dihydro-1H-pyrrole-1,3-dicarboxylate C(C)C1(CN(CC1OS(=O)(=O)S(=O)(=O)C(F)(F)F)C(=O)OC(C)(C)C)C(=O)[O-]